[I-].C12C(C3CC(CC(C1)C3)C2)=C(C2=CC=C(OCCCCCC[N+]3(CCCCCC3)C)C=C2)C2=CC=C(C=C2)Cl 1-(6-(4-((Z)-((5S,7S)-adamantan-2-ylidene)(4-chlorophenyl)methyl)phenoxy)hexyl)-1-methylazepan-1-ium iodide